methyl 7-(1-(adamantan-1-ylmethyl)-5-methyl-1H-pyrazol-4-yl)-4-(6-fluoro-5-((4-methoxybenzyl)amino)pyrazin-2-yl)-3,4-dihydro-2H-pyrido[3,2-b][1,4]oxazine-8-carboxylate C12(CC3CC(CC(C1)C3)C2)CN2N=CC(=C2C)C2=C(C=3OCCN(C3N=C2)C2=NC(=C(N=C2)NCC2=CC=C(C=C2)OC)F)C(=O)OC